N-(3-carbamoyl-1-pyridin-3-yl-1H-pyrazol-4-yl)pyrazolo[1,5-a]pyrimidine-3-carboxamide C(N)(=O)C1=NN(C=C1NC(=O)C=1C=NN2C1N=CC=C2)C=2C=NC=CC2